CC(C/C=C(/C=O)\C1=CC=CC=C1)C (e)-5-methyl-2-phenylhex-2-enal